NC(C(CCC(=O)OC(C)(C)C)N1C(C2=CC(=C(C=C2C1)Br)F)=O)=O tert-butyl 5-amino-4-(5-bromo-6-fluoro-1-oxo-isoindolin-2-yl)-5-oxo-pentanoate